CC1=CC(=NN1)NC1=NC(=NC(=C1)C=1C=NC=CC1)NC1CC2CCC(C1)N2CCC#N 3-((3-Exo)-3-((4-((5-methyl-1H-pyrazol-3-yl)amino)-6-(pyridin-3-yl)pyrimidin-2-yl)amino)-8-azabicyclo[3.2.1]oct-8-yl)propionitrile